Bis(diisopropylamino)(1-(3,4-diisotridecyloxyphenyl)-2-cyano-ethoxy)phosphine C(C)(C)N(C(C)C)P(OC(CC#N)C1=CC(=C(C=C1)OCCCCCCCCCCC(C)C)OCCCCCCCCCCC(C)C)N(C(C)C)C(C)C